BrC=1C=NC=C2C(=C(N=CC12)C(=O)OC)O methyl 8-bromo-4-hydroxy-2,6-naphthyridine-3-carboxylate